(S)-N-methyl-2-(6-methyl-4-(trifluoromethyl)pyridin-2-yl)-N-(naphthalen-1-yl)isothiazolidine-3-carboxamide 1,1-dioxide CN(C(=O)[C@H]1N(S(CC1)(=O)=O)C1=NC(=CC(=C1)C(F)(F)F)C)C1=CC=CC2=CC=CC=C12